methyl 2-bromo-5-((5-methyl-4-(phenylamino)pyrimidin-2-yl)amino)-3-(trifluoromethyl)benzoate BrC1=C(C(=O)OC)C=C(C=C1C(F)(F)F)NC1=NC=C(C(=N1)NC1=CC=CC=C1)C